Br.C(C)OC1=C(C(=O)NCC2=CC(=CC=C2)C=2SC=CN2)C=C(C=C1)CNC(C)C 2-ethoxy-5-((isopropylamino)methyl)-N-(3-(thiazol-2-yl)benzyl)benzamide hydrobromide